6-(6-amino-5-(methylsulfonyl)pyridin-3-yl)-N-(1-phenylethyl)quinazolin-4-amine NC1=C(C=C(C=N1)C=1C=C2C(=NC=NC2=CC1)NC(C)C1=CC=CC=C1)S(=O)(=O)C